C(C)(C)(C)OC(CCC(=O)N1CC2=CC(=C(C=C2C1)OCCCOC=1C(=CC2=C(C=C(S2)C(CCC(=O)[O-])=O)C1F)OC)OC)=O 4-[5-[3-[2-(4-tert-butoxy-4-oxo-butanoyl)-6-methoxy-isoindolin-5-yl] oxypropoxy]-4-fluoro-6-methoxy-benzothiophen-2-yl]-4-oxo-butanoate